((3a-fluoro-3-oxo-2,3,3a,4,5,7-hexahydro-6H-Pyrazolo[3,4-c]pyridin-6-yl)methyl)-2-(thiazol-2-yl)-1,4-dihydropyrimidine-5-carboxylate FC12C(CN(CC1)COC(=O)C=1CN=C(NC1)C=1SC=CN1)=NNC2=O